FC1=C(C=C(C=C1)C=1C=C2C(=NC1)NCN2CC=2C=NC=CC2)C 6-(4-fluoro-3-methyl-phenyl)-1-(3-pyridylmethyl)-3H-imidazo[4,5-b]Pyridine